N1(CCCC1)CC1=CC=C(C(=O)NC2=CC(=C(C=C2)OCC2=NC=CC=C2)Cl)C=C1 4-(pyrrolidin-1-ylmethyl)-N-(3-chloro-4-(pyridin-2-ylmethoxy)phenyl)benzamide